F[C@H]1CN(CC[C@H]1NC1=NN2C(C(=N1)OC)=C(C=C2)C=2C=C1C=CC=NC1=CC2)C2COC2 N-((3S,4R)-3-fluoro-1-(oxetan-3-yl)piperidin-4-yl)-4-methoxy-5-(quinolin-6-yl)pyrrolo[2,1-f][1,2,4]triazin-2-amine